CC=1SC2=NC(=CC=C2N1)C=O 2-methylthiazolo[5,4-b]pyridine-5-carbaldehyde